(2-(CYANOMETHYL)-1-OXOISOINDOLIN-5-YL)BORONIC ACID C(#N)CN1C(C2=CC=C(C=C2C1)B(O)O)=O